(R)-1-((8-(3'-(7-bromopyrido[3,2-d]pyrimidin-4-ylamino)-2,2'-dimethylbiphenyl-3-ylamino)-1,7-naphthyridin-3-yl)methyl)pyrrolidin-3-ol BrC1=CC=2N=CN=C(C2N=C1)NC=1C(=C(C=CC1)C1=C(C(=CC=C1)NC=1N=CC=C2C=C(C=NC12)CN1C[C@@H](CC1)O)C)C